2-(DIBUTYLAMINO)ACETALDEHYDE C(CCC)N(CC=O)CCCC